4-((1S,4S)-5-methyl-2,5-diazabicyclo[2.2.1]heptan-2-yl)-1H-benzo[d]imidazole CN1[C@@H]2CN([C@H](C1)C2)C2=CC=CC=1NC=NC12